7-(5-(4-chlorophenyl)-2-phenyloxazol-4-yl)-1,7-naphthyridin-8(7H)-one ClC1=CC=C(C=C1)C1=C(N=C(O1)C1=CC=CC=C1)N1C=CC=2C=CC=NC2C1=O